C(C)(=O)N[C@H]1C(O)O[C@@H]([C@H]([C@@H]1O[C@H]1[C@H](O)[C@@H](O)[C@@H](O)[C@H](O1)CO)O)CO N-acetyl-3-O-β-D-galactopyranosyl-D-glucosamine